ClC=1C(=CC(=C(C1)S(=O)(=O)NC=1SC=CN1)F)NCCC1CCOCC1 5-chloro-2-fluoro-4-((2-(tetrahydro-2H-pyran-4-yl)ethyl)amino)-N-(thiazol-2-yl)benzenesulfonamide